bis((R)-4-benzyl-4,5-dihydro-oxazol-2-yl)methane methyl-3-(N-(3'-cyano-4-(trifluoromethyl)-[1,1'-biphenyl]-2-yl)sulfamoyl)-4-methoxybenzoate COC(C1=CC(=C(C=C1)OC)S(NC1=C(C=CC(=C1)C(F)(F)F)C1=CC(=CC=C1)C#N)(=O)=O)=O.C(C1=CC=CC=C1)[C@H]1N=C(OC1)CC=1OC[C@H](N1)CC1=CC=CC=C1